1-azido-5-bromo-2,3-dihydro-1H-indene N(=[N+]=[N-])C1CCC2=CC(=CC=C12)Br